O1COC2=C1C=CC(=C2)/C=C/C2NCCC1=CC(=C(C=C21)OC)OCC2=CC=CC=C2 1-[(E)-2-(2H-1,3-benzodioxol-5-yl)ethenyl]-6-(benzyloxy)-7-methoxy-1,2,3,4-tetrahydroisoquinoline